(9R)-1-amino-9-ethyl-5-fluoro-9-hydroxy-4-methyl-2,3,12,15-tetrahydrobenzo[de]pyrano-[3',4':6,7]indolizino[1,2-b]quinoline-10,13(1H,9H)-dione HCl salt Cl.NC1CCC=2C=3C1=C1C(=NC3C=C(C2C)F)C2=CC3=C(C(N2C1)=O)COC([C@@]3(O)CC)=O